C(C)OC(=O)C1(CCC1)C(N[C@H](C(=O)NC1=CC=C(C=C1)CO)CCCNC(=O)N)=O.CC1(C(C(CCC1)=C)C(\C=C\C)=O)C (E)-1-(2,2-dimethyl-6-methylenecyclohexyl)but-2-en-1-one (S)-ethyl-1-((1-((4-(hydroxymethyl)phenyl)amino)-1-oxo-5-ureidopentan-2-yl)carbamoyl)cyclobutanecarboxylate